CS(=O)(=O)N1CC(CC1)N1CC2=CC=CC(=C2CC1)OC1=CC=C(C=C1)C(F)(F)F 2-(1-(methylsulfonyl)pyrrolidin-3-yl)-5-(4-(trifluoromethyl)phenoxy)-1,2,3,4-tetrahydroisoquinoline